(S)-4'-(1-hydroxyheptyl)-[1,1'-biphenyl]-4-ol O[C@@H](CCCCCC)C1=CC=C(C=C1)C1=CC=C(C=C1)O